N-[(3S,6R)-6-(6-Chloro-1,3-benzoxazol-2-yl)piperidin-3-yl]-2-(4-chloro-3-fluorophenoxy)acetamid ClC1=CC2=C(N=C(O2)[C@H]2CC[C@@H](CN2)NC(COC2=CC(=C(C=C2)Cl)F)=O)C=C1